COC1CC[C@H](N1C(=O)OC(C)(C)C)C(=O)OC(C)(C)C Di-tert-butyl (2S)-5-methoxypyrrolidine-1,2-dicarboxylate